CC1=NN(C(C1)=O)C1=CC=CC=C1 3-methyl-1-phenyl-1H-pyrazol-5(4H)-one